BrC1=C(C=C(OCC[C@H](C)C2CCNCC2)C=C1)C 4-[(1S)-3-(4-bromo-3-methyl-phenoxy)-1-methyl-propyl]piperidine